C1(=CC=CC=C1)C1=NC(=NC(=N1)C1=CC=CC=C1)C1=C(C=C(C=C1)OCCCCCC)O 2-(4,6-Diphenyl-1,3,5-triazin-2-yl)-5-(hexyl)oxyphenol